2,5-dimethoxy-4-ethylthio-amphetamine COC1=C(CC(N)C)C=C(C(=C1)SCC)OC